N,N-bis[diphenylphosphoryl]amide C1(=CC=CC=C1)P(=O)(C1=CC=CC=C1)[N-]P(=O)(C1=CC=CC=C1)C1=CC=CC=C1